C(#N)C1=CC(=C(OCC2=CC=CC(=N2)OC2CCN(CC2)CC2=NC=CN2CC2=CN=CN2CC)C=C1)F 2-((4-((6-((4-cyano-2-fluorophenoxy)methyl)pyridin-2-yl)oxy)piperidin-1-yl)methyl)-3-((1-ethyl-1h-imidazol-5-yl)methyl)-3H-imidazole